FC=1C=C(C=C2NC(C(=NC12)C)=O)CN1CCN(CC1)C=1C=CC(=NC1C)C(=O)NCCOC 5-(4-((8-fluoro-2-methyl-3-oxo-3,4-dihydroquinoxalin-6-yl)methyl)piperazin-1-yl)-N-(2-methoxyethyl)-6-methylpicolinamide